N1(CCC1)C(=O)N1CC(C1)N1N=CC(=C1)C1=NC2=C(C(=CC=C2N=C1)OC=1C=CC2=C(NC(=N2)C)C1)Cl Azetidin-1-yl(3-(4-(8-chloro-7-((2-methyl-1H-benzo[d]imidazol-6-yl)oxy)quinoxalin-2-yl)-1H-pyrazol-1-yl)azetidin-1-yl)methanone